COC(=O)C=1SC=C(C1C(=O)OC)NC(NC1=C(C=C(C(=C1)OCC1=CC=CC=2OCOC21)OC)F)=O 4-({[5-(1,3-benzodioxol-4-ylmethoxy)-2-fluoro-4-methoxyphenyl]carbamoyl}amino)thiophene-2,3-dicarboxylic acid dimethyl ester